C(C)(C)(C)OC(=O)N1C(CCCC1)C=1C=NC(=CC1)Cl (6-Chloropyridin-3-yl)piperidine-1-carboxylic acid tert-butyl ester